(S)-N-(chroman-4-yl)-2-(1-ethylpiperidin-4-yl)-5-methylbenzo[d]thiazole-6-carboxamide O1CC[C@@H](C2=CC=CC=C12)NC(=O)C1=CC2=C(N=C(S2)C2CCN(CC2)CC)C=C1C